C(C)OC=1C=C(C=O)C=CC1OCC\C=C\CC (E)-3-ethoxy-4-(hex-3-en-1-yloxy)benzaldehyde